(S)-methyl 2-((4-(6-((2-cyclopropylpyrazolo[1,5-a]pyridin-4-yl) methoxy) pyridin-2-yl) piperidin-1-yl) methyl)-1-((oxetan-2-yl) methyl)-1H-benzo[d]imidazole-6-carboxylate C1(CC1)C1=NN2C(C(=CC=C2)COC2=CC=CC(=N2)C2CCN(CC2)CC2=NC3=C(N2C[C@H]2OCC2)C=C(C=C3)C(=O)OC)=C1